Cl.CC1(NC[C@H](C1)C)C (4S)-2,2,4-trimethylpyrrolidine-HCl